N-(1-(1-(1-acetylpiperidin-4-yl)azetidin-3-yl)-3-(difluoromethyl)-1H-pyrazol-4-yl)-6-(1-(2,2-difluoroethyl)-1H-pyrazol-4-yl)-2-pyridineamide C(C)(=O)N1CCC(CC1)N1CC(C1)N1N=C(C(=C1)NC(=O)C1=NC(=CC=C1)C=1C=NN(C1)CC(F)F)C(F)F